C(CCC)C1N(S(C2=C(N(C1)C1=CC=C(C=C1)F)C=C(C(=C2)O)SCC)(=O)=O)C 3-Butyl-7-(ethylthio)-5-(4-fluorophenyl)-8-hydroxy-2-methyl-2,3,4,5-tetrahydro-1,2,5-benzothiadiazepine 1,1-dioxide